3-(1-methyl-1H-pyrazolo[4,3-b]pyridin-6-yl)-3-(5-(2-(5,6,7,8-tetrahydro-1,8-naphthyridin-2-yl)ethoxy)-1H-indazol-1-yl)propionic acid CN1N=CC2=NC=C(C=C21)C(CC(=O)O)N2N=CC1=CC(=CC=C21)OCCC2=NC=1NCCCC1C=C2